COCCC(C)(C)C=1C(=NC2=CN=CC=C2C1N)C1=CC=NC=C1 (4-methoxy-2-methylbutan-2-yl)-2-(pyridin-4-yl)-1,7-naphthyridin-4-amine